2,2'-(o-phenylenedioxy)diethanol C1(=C(C=CC=C1)OCCO)OCCO